6-chloro-8-ethyl-2-methylimidazo[1,2-b]pyridazine ClC=1C=C(C=2N(N1)C=C(N2)C)CC